The molecule is a glycosylgalactose comprising two D-galactose units joined via an alpha-(1->3) linkage. It has a role as an antigen, an epitope and a carbohydrate allergen. C([C@@H]1[C@@H]([C@@H]([C@H]([C@H](O1)O[C@H]2[C@H]([C@H](OC([C@@H]2O)O)CO)O)O)O)O)O